CN1N=C(C(=C1)NC(=O)C=1OC(=CC1)C=1C=NNC1)C1=NC=C(C=C1)N1CCN(CC1)C N-(1-methyl-3-(5-(4-methylpiperazin-1-yl)pyridin-2-yl)-1H-pyrazol-4-yl)-5-(1H-pyrazol-4-yl)furan-2-carboxamide